(2R,3S)-2-(3-(7-bromo-1H-imidazo[4,5-c]pyridin-1-yl)propyl)piperidin-3-ol dihydrochloride Cl.Cl.BrC=1C2=C(C=NC1)N=CN2CCC[C@H]2NCCC[C@@H]2O